C(C)C(CC)NC(CN1S(C2=C(C3=C1C=CC(=C3)C(F)(F)F)C=CC(=C2)F)(=O)=O)=O N-(1-Ethylpropyl)-2-[3-fluoro-5,5-dioxido-9-(trifluoromethyl)-6H-dibenzo[c,e][1,2]thiazin-6-yl]acetamide